CN(C(CC(CCC)CC)=O)C N,N-dimethyl-3-ethylhexanamide